2-Amino-N-{1-[4-chloro-7-(3-methoxypyrrolidin-1-yl)-2H-indazol-6-yl]ethyl}pyrazolo[1,5-a]pyrimidine-3-carboxamide bis(trifluoroacetate) FC(C(=O)O)(F)F.FC(C(=O)O)(F)F.NC1=NN2C(N=CC=C2)=C1C(=O)NC(C)C=1C=C(C2=CNN=C2C1N1CC(CC1)OC)Cl